BrC=1C=C(C=CC1C)C1=CC(=C(N1)CC1CC1)C(N)=S 5-(3-bromo-4-methylphenyl)-2-(cyclopropylmethyl)-1H-pyrrole-3-carbothioamide